[C@@H]12OC[C@@](CC1)(C2)C=2N=C1N(C=C(C(=C1)OC(C)C)C(=O)NC1=NC(=CC=C1)C(F)F)C2 2-((1R,4S)-2-oxabicyclo[2.2.1]hept-4-yl)-N-(6-(difluoromethyl)pyridin-2-yl)-7-isopropoxyimidazo[1,2-a]pyridine-6-carboxamide